4-(6-((3aR,6aS)-5-(3-chloropicolinoyl)hexahydropyrrolo[3,4-c]pyrrol-2(1H)-yl)pyridin-3-yl)-6-(2-hydroxypropoxy)pyrazolo[1,5-a]pyridine-3-carbonitrile ClC=1C(=NC=CC1)C(=O)N1C[C@H]2[C@@H](C1)CN(C2)C2=CC=C(C=N2)C=2C=1N(C=C(C2)OCC(C)O)N=CC1C#N